(4-((cyclopropylmethyl)sulfonyl)-2-fluorophenyl)(4,6-dichloro-5-(2-(difluoromethoxy)phenyl)-1H-benzo[d]imidazol-2-yl)methanol C1(CC1)CS(=O)(=O)C1=CC(=C(C=C1)C(O)C1=NC2=C(N1)C=C(C(=C2Cl)C2=C(C=CC=C2)OC(F)F)Cl)F